C1(CC1)N1CCC(CC1)N1CCC(CC1)C=1C=C2C(=NC1)N=C(N2)C2=CC(=C(C=C2)OC)OC 6-(1'-cyclopropyl-[1,4'-bipiperidin]-4-yl)-2-(3,4-dimethoxyphenyl)-1H-imidazo[4,5-b]pyridine